OC1=CC=C(C=C1)C1=CC=C(C=C1)C=O 4'-hydroxybiphenyl-4-formaldehyde